2-(4-(4-Dimethylaminopiperidineformyl)phenyl)imidazolo[2,1-b][1,3,4]thiadiazole CN(C1CCN(CC1)C(=O)C1=CC=C(C=C1)C1=NN2C(S1)=NC=C2)C